ClC=1C(=NC=CC1C1=C(C(=CC=C1)C1=NC2=C(C=C(C(=C2C=C1)OC)CNC[C@H](C)O)Cl)Cl)C1=CC(=C(CNC[C@@H]2CCC(N2)=O)C=C1)OC (S)-5-(((4-(3-Chloro-4-(2-chloro-3-(8-chloro-6-((((S)-2-hydroxypropyl)amino)methyl)-5-methoxyquinolin-2-yl)phenyl)pyridin-2-yl)-2-methoxybenzyl)amino)methyl)pyrrolidin-2-one